COC1=CC=C(C=C1)CN1N=CC=2N=CNC3=C(C21)C=C(C=C3)C(=O)[O-] 1-[(4-methoxyphenyl)methyl]-6H-pyrazolo[4,3-d][1,3]benzodiazepine-9-carboxylate